2-(7-((2S,5R)-4-(1-(1,8-naphthyridin-2-yl)ethyl)-2,5-diethylpiperazin-1-yl)-4-methyl-5-oxo-4,5-dihydro-2H-pyrazolo[4,3-b]pyridin-2-yl)acetonitrile N1=C(C=CC2=CC=CN=C12)C(C)N1C[C@@H](N(C[C@H]1CC)C=1C=2C(N(C(C1)=O)C)=CN(N2)CC#N)CC